N-(5-(4-(4-cyanophenyl)-4-fluoropiperidine-1-carbonyl)-4-ethyl-2-methylphenyl)-6-((2-methoxyethyl)(methyl)amino)nicotinamide C(#N)C1=CC=C(C=C1)C1(CCN(CC1)C(=O)C=1C(=CC(=C(C1)NC(C1=CN=C(C=C1)N(C)CCOC)=O)C)CC)F